4,4-difluoro-2-(methoxymethylene)-3-oxo-butyric acid ethyl ester C(C)OC(C(C(C(F)F)=O)=COC)=O